C1(=CC=CC=C1)C#CC1=CC=C(C=C1)NC(CC)=O N-[4-(2-phenylethynyl)phenyl]propanamide